8a,9,11,12-tetrahydro-8H-7,10-dioxa-1,3,6,12a-tetraazabenzo[4,5]cyclohepta[1,2,3-de]naphthalene-12-carbonitrile N1=C2C=3C(=NC=CC3N=C1)OCC1N2C(COC1)C#N